(S)-4-nitro-3-((oxabutan-2-ylmethyl)amino)benzoic acid methyl ester COC(C1=CC(=C(C=C1)[N+](=O)[O-])NC[C@@H](O)CC)=O